NC(=O)OCC.[Sn] tin urethane